hydroxy isopropyl-sulfonate tert-Butyl-(2R,5S)-4-(5-(azetidin-1-yl)-7-(4-chloropyridin-2-yl)-7H-pyrrolo[2,3-d]pyrimidin-4-yl)-2,5-dimethylpiperazine-1-carboxylate C(C)(C)(C)OC(=O)N1[C@@H](CN([C@H](C1)C)C=1C2=C(N=CN1)N(C=C2N2CCC2)C2=NC=CC(=C2)Cl)C.C(C)(C)S(=O)(=O)OO